((3-((4-chlorophenyl)difluoromethyl)-1,2,4-oxadiazol-5-yl)methyl)acrylic acid ClC1=CC=C(C=C1)C(C1=NOC(=N1)CC(C(=O)O)=C)(F)F